benzyl (5R)-3-(9-fluorenyl)methoxycarbonyl-2,2-dioxo-1,2,3-oxathiazinane-5-carboxylate C1=CC=CC=2C3=CC=CC=C3C(C12)COC(=O)N1S(OC[C@@H](C1)C(=O)OCC1=CC=CC=C1)(=O)=O